Isophthalaldehyd C(C1=CC(C=O)=CC=C1)=O